N1CCC(CCC1)NC(=O)NC1=NC=CC(=C1)C1=C(C=C(C=C1)F)OC 1-(azepan-4-yl)-3-(4-(4-fluoro-2-methoxyphenyl)pyridin-2-yl)urea